C[C@H]1[C@H](CN(CC1)C(CC#N)=O)N(C=1C2=C(N=CN1)NC=C2)C (3r,4r)-4-methyl-3-(methyl-7H-pyrrolo[2,3-d]pyrimidin-4-ylamino)-β-oxo-1-piperidinepropanenitrile